tert-Butyl (2-oxo-2-((1-(tetrahydro-2H-pyran-2-yl)-6-(4H-1,2,4-triazol-4-yl)-1H-indazol-4-yl)amino)ethyl)carbamate O=C(CNC(OC(C)(C)C)=O)NC1=C2C=NN(C2=CC(=C1)N1C=NN=C1)C1OCCCC1